4-[(3R)-3-(N-{bicyclo[1.1.1]pentan-1-yl}4-nitrobenzenesulfonamido)pyrrolidin-1-yl]-N-{8-fluoro-2-methylimidazo[1,2-a]pyridin-6-yl}-2-methylindazole-7-carboxamide C12(CC(C1)C2)N(S(=O)(=O)C2=CC=C(C=C2)[N+](=O)[O-])[C@H]2CN(CC2)C=2C1=CN(N=C1C(=CC2)C(=O)NC=2C=C(C=1N(C2)C=C(N1)C)F)C